1-fluoro-2-(2-methoxyethoxy)ethane FCCOCCOC